(1S,3S,4S)-5-(benzyloxy)-2-(5H-dibenzo[b,f]azepine-5-carbonyl)-2-azabicyclo[2.2.2]octane-3-carboxylic acid C(C1=CC=CC=C1)OC1[C@@H]2[C@H](N([C@H](C1)CC2)C(=O)N2C1=C(C=CC3=C2C=CC=C3)C=CC=C1)C(=O)O